C1(=CC=CC=C1)C(C)N1CCC(CC1)N(C=1C=C(C=CC1)O)C=1C=NC=CC1 3-((1-Phenylethylpiperidin-4-yl)(pyridin-3-yl)amino)phenol